ClC=1C=C2C(CN(CC2=C(C1)Cl)C)C=1C=C(C=CC1)S(=O)(=O)NCCOCCC1=C(C(=O)N)C=CC(=C1)C(=O)N 2-(2-(2-(3-(6,8-dichloro-2-methyl-1,2,3,4-tetrahydroisoquinolin-4-yl)phenylsulfonylamino)ethoxy)ethyl)terephthalamide